FC1=CC=CC=2C=3N(C(=NC12)NC=1C(N=CC=NC1)=O)N=C(N3)C=3C=NN(C3)C(C)C (6R)-6-({7-fluoro-2-[1-(propan-2-yl)-1H-pyrazol-4-yl][1,2,4]triazolo[1,5-c]quinazolin-5-yl}amino)-1,4-diazepin-5-one